6-(3-fluoroazetidin-1-yl)-3-((8-methoxy-2-(6-methoxypyridin-3-yl)-2,3-dihydrobenzo[b][1,4]dioxin-6-yl)methyl)-3H-imidazo[4,5-b]pyridine FC1CN(C1)C=1C=C2C(=NC1)N(C=N2)CC2=CC1=C(OC(CO1)C=1C=NC(=CC1)OC)C(=C2)OC